FC1=CC=CC=2C(NC(OC21)(CCCCC)C)=O 8-fluoro-2-methyl-2-pentyl-2,3-dihydro-4H-benzo[e][1,3]oxazin-4-one